ClC=1C=CC(=C(C1)C1=CC(N(C=C1OC)C(C(=O)NC1=CC=C(C(=O)O)C=C1)CCCC)=O)N1N=NN=C1 4-{[2-{4-[5-chloro-2-(1H-tetrazol-1-yl)phenyl]-5-methoxy-2-oxopyridin-1(2H)-yl}hexanoyl]amino}benzoic acid